C(=O)O.FC1=CC=2C(=C3N(C2C=C1)CCC3)C3=NOC(=N3)[C@H]3[C@H](CNCC3)F 3-(7-fluoro-2,3-dihydro-1H-pyrrolo[1,2-a]indol-9-yl)-5-((3R,4S)-3-fluoropiperidin-4-yl)-1,2,4-oxadiazole formate